COC=1C=C(C=C(C1OC)OC)CN(CCC(=O)NO)CC1=CC(=C(C(=C1)OC)OC)OC 3-[bis[(3,4,5-trimethoxyphenyl)methyl]amino]-propane-hydroxamic acid